FC1=C(C=CC(=C1)F)C1=CC(=CC=C1)[C@H](CC(=O)O)NC(=O)NC=1C(NC=CC1O)=O (S)-3-(2',4'-difluorobiphenyl-3-yl)-3-(3-(4-hydroxy-2-oxo-1,2-dihydropyridin-3-yl)ureido)propanoic acid